methyl(p-tolyl)((4-(5-(trifluoromethyl)-1,2,4-oxadiazol-3-yl)phenyl)imino)-λ6-sulfanone CS(=O)(=NC1=CC=C(C=C1)C1=NOC(=N1)C(F)(F)F)C1=CC=C(C=C1)C